2-((4-(2-oxa-8-azaspiro[4.5]decane-8-yl)phenyl)amino)-2-oxoacetic acid methyl ester COC(C(=O)NC1=CC=C(C=C1)N1CCC2(CCOC2)CC1)=O